CN1N=C(C2=CC(=CC=C12)C1=NOC(=N1)C1CCN(CC1)C(CNC(C1=CC=CC=C1)=O)=O)C N-(2-(4-(3-(1,3-dimethyl-1H-indazol-5-yl)-1,2,4-oxadiazol-5-yl)piperidin-1-yl)-2-oxoethyl)benzamide